FC=1C=C(OC(CN2CCC3(CS(C3)(=O)=O)CC2)C)C=CC1F 7-(2-(3,4-difluorophenoxy)propyl)-2-thia-7-azaspiro[3.5]nonane 2,2-dioxide